C(C)(=O)N[C@@H]([C@H](C)CC)C(=O)OC(C)OC(N(C)[C@]1(C(CCCC1)=O)C1=C(C=CC=C1)Cl)=O 1-((((S)-1-(2-chlorophenyl)-2-oxocyclohexyl)(methyl)carbamoyl)oxy)ethyl acetyl-L-alloisoleucinate